C(C)OC(=O)C=1N=NN(C1Cl)CC1=CC=C(C=C1)OC.ClC1=NC(=NC(=C1)C(C)C)C(C)(F)F 4-Chloro-2-(1,1-difluoroethyl)-6-isopropyl-pyrimidine Ethyl-5-chloro-1-(4-methoxybenzyl)-1H-1,2,3-triazole-4-carboxylate